BrC1=C(C(=C(C(=O)NC2=CC(=C(C=C2)Br)OC)C=C1)F)F 4-bromo-N-(4-bromo-3-methoxy-phenyl)-2,3-difluoro-benzamide